C1(CCCC1)N(C1=CC=CC=C1)C(CC1(CCN(CC1)C(N(C)C1=CC=C(C=C1)F)=O)C(=O)O)=O 4-[2-(N-cyclopentylanilino)-2-oxo-ethyl]-1-[(4-fluorophenyl)-methyl-carbamoyl]piperidine-4-carboxylic acid